ClC1=CC(=C(COC2=C(C=CC(=N2)C2=CC(=C(C=3CCOC32)CC3=NC2=C(N3CC3OCC3)C=C(C=C2)C(=O)O)F)F)C=C1)F 2-((7-(6-((4-chloro-2-fluorobenzyl)oxy)-5-fluoropyridin-2-yl)-5-fluoro-2,3-dihydrobenzofuran-4-yl)methyl)-1-(oxetan-2-ylmethyl)-1H-benzo[d]imidazole-6-carboxylic acid